Methyl 2,3-diamino-5-(1H-imidazol-1-yl)benzoate NC1=C(C(=O)OC)C=C(C=C1N)N1C=NC=C1